NC1N(CCCC1)C(=O)NNC(=O)C1COC1 amino-(5R)-(2-(oxetane-3-carbonyl)hydrazine-1-carbonyl)-piperidine